N-(1-(4-chlorophenyl)-2-(dimethylamino)ethyl)-4-(trifluoromethoxy)benzenesulfonamide ClC1=CC=C(C=C1)C(CN(C)C)NS(=O)(=O)C1=CC=C(C=C1)OC(F)(F)F